C(C)C1=CC=C(C=C1)S(=O)(=O)C=1C=NC2=CC=C(C=C2C1N1CCC(CC1)O)F 1-(3-((4-ethylphenyl)sulfonyl)-6-fluoroquinolin-4-yl)piperidin-4-ol